C1(CC1)N(CC[C@@H](C(=O)O)NC(C(CC)CC)=O)C1CC(C1)CCC1=NC=2NCCCC2C=C1 (S)-4-(cyclopropyl(3-(2-(5,6,7,8-tetrahydro-1,8-naphthyridin-2-yl)ethyl)cyclobutyl)amino)-2-(2-ethylbutanamido)butanoic acid